FC=1C=C2C(=C(C=NC2=CC1)C(=O)N1CCN(C2(CC2)C1)S(=O)(=O)C)N1CCC(CC1)(C#N)C 1-(6-Fluoro-3-(4-(methylsulfonyl)-4,7-diazaspiro[2.5]octane-7-carbonyl)quinolin-4-yl)-4-methylpiperidine-4-carbonitrile